4-(4-chloro-3,5-difluoro-phenyl)-6,7-dimethyl-2-[(2r,4s)-2-(2-methyl-4-pyridyl)tetrahydropyran-4-yl]pteridine ClC1=C(C=C(C=C1F)C1=NC(=NC2=NC(=C(N=C12)C)C)[C@@H]1C[C@@H](OCC1)C1=CC(=NC=C1)C)F